1-[2-[7-[4-fluoro-2-(2-methoxyethoxy)phenyl]-4-(2-imino-2-oxo-1,3-dihydro-2-benzothiophen-5-yl)thieno[3,2-c]pyridin-6-yl]-6,7-dihydro-4H-thiazolo[5,4-c]pyridin-5-yl]prop-2-en-1-one FC1=CC(=C(C=C1)C=1C2=C(C(=NC1C=1SC=3CN(CCC3N1)C(C=C)=O)C1=CC3=C(CS(C3)(=O)=N)C=C1)C=CS2)OCCOC